N,N-dimethyl-4-{[4-(2-oxo-2,3-dihydro-1H-1,3-benzodiazol-1-yl)piperidin-1-yl]sulfonyl}benzene-1-sulfonamide CN(S(=O)(=O)C1=CC=C(C=C1)S(=O)(=O)N1CCC(CC1)N1C(NC2=C1C=CC=C2)=O)C